dihydropyrimido[4',5':5,6]azepino[4,3-b]indol-2-amine N1C(N=CC=2C1=C1N=C3C=CC=CC3=C1C=NC2)N